C(=C)O[Bi](C1=CC(=CC(=C1)[Bi](OC=C)OC=C)[Bi](OC=C)OC=C)OC=C 1,3,5-tris(di(ethenyloxy)bismuthanyl)benzene